F[C@@H]1CN(CC[C@@H]1NC1=C2C=C(N(C2=CC=C1)CC(F)(F)F)C1=NN=C(S1)CNC(OCC1=CC=CC=C1)=O)C benzyl ((5-(4-(((3R,4S)-3-fluoro-1-methylpiperidin-4-yl)amino)-1-(2,2,2-trifluoroethyl)-1H-indol-2-yl)-1,3,4-thiadiazol-2-yl)methyl)carbamate